ClC1=CC=CC(=N1)C=1C=CC=C2C=NC(=NC12)NC=1C(=NC=2CCN(CC2C1)C)OC 8-(6-chloropyridin-2-yl)-N-(2-methoxy-6-methyl-5,6,7,8-tetrahydro-1,6-naphthyridin-3-yl)quinazolin-2-amine